(2R,3S,4S,5R,6S)-6-[3-[[4-(4-allyloxybutyl)phenyl]methyl]-4-methyl-phenyl]-3,4,5-tribenzyloxy-2-(hydroxymethyl)-6-methoxy-tetrahydropyran-2-carbaldehyde C(C=C)OCCCCC1=CC=C(C=C1)CC=1C=C(C=CC1C)[C@]1([C@@H]([C@H]([C@@H]([C@@](O1)(C=O)CO)OCC1=CC=CC=C1)OCC1=CC=CC=C1)OCC1=CC=CC=C1)OC